2-ethylquinazolin C(C)C1=NC2=CC=CC=C2C=N1